6-((4-(Tert-butyl)phenyl)amino)-2H-chromen-2-one C(C)(C)(C)C1=CC=C(C=C1)NC=1C=C2C=CC(OC2=CC1)=O